1-(2-(2,5-difluorobenzyl-(propargyl)amino)ethyl)-2-methyl-3-hydroxypyridin FC1=C(CN(CCN2C(C(=CC=C2)O)C)CC#C)C=C(C=C1)F